N'-(3-{[3-bromo-4-[(2,4-difluorobenzyl)oxy]-6-methyl-2-oxopyridin-1(2H)-yl]methyl}benzyl)-N,N-dimethylurea BrC=1C(N(C(=CC1OCC1=C(C=C(C=C1)F)F)C)CC=1C=C(CNC(N(C)C)=O)C=CC1)=O